Tertbutyl (S)-(1-oxo-1-(((phenyl-d5)methyl)amino)propan-2-yl)carbamate O=C([C@H](C)NC(OC(C)(C)C)=O)NCC1=C(C(=C(C(=C1[2H])[2H])[2H])[2H])[2H]